C(C)(C)(C)OC(N[C@H]1[C@@H](C1)C1=CC=NN1C)=O |r| racemic-((1r,2r)-2-(1-methyl-1H-pyrazol-5-yl)cyclopropyl)carbamic acid tert-butyl ester